6-(3-(dimethyl-(phenyl)silyl)-1,1-difluoropropyl)pyridin C[Si](CCC(F)(F)C1=CC=CC=N1)(C1=CC=CC=C1)C